1-(phenylsulfonyl)-6-(cyclohexylmethoxy)indole-3-sulfonyl chloride C1(=CC=CC=C1)S(=O)(=O)N1C=C(C2=CC=C(C=C12)OCC1CCCCC1)S(=O)(=O)Cl